ClC1=NC=C(C=C1C1=NC(=CC=C1C(C)O)N1C=NC2=C1C=CC(=C2)NC=2N=NC(=CC2)C)F 1-[2-(2-Chloro-5-fluoro-3-pyridyl)-6-[5-[(6-methylpyridazin-3-yl)amino]benzimidazol-1-yl]-3-pyridyl]ethanol